C(C1=CC=CC=C1)N1CCC(CC1)NCCCOC=1C(OC2=CC(=CC=C2C1)C1=CC=C(C=C1)F)=O (3-((1-Benzylpiperidin-4-yl)amino)propoxy)-7-(4-fluorophenyl)-2H-chromen-2-one